COC1=C(C=CC=C1)S(=O)(=O)CC#N 2-(2-methoxyphenylsulfonyl)acetonitrile